C(C)(=O)C1=CC2=C(C(=CO2)C2C(NC(CC2)=O)=O)C=C1 3-(6-acetylbenzofuran-3-yl)piperidine-2,6-dione